1-propaniminium C(CC)=[NH2+]